CC1(C[C@@H]([C@@H](N1S(=O)(=O)C1=CC=C(C)C=C1)C(=O)OC(C)(C)C)C(=C)C)C |o1:3,4| tert-Butyl (2R*,3R*)-5,5-dimethyl-3-(prop-1-en-2-yl)-1-tosylpyrrolidine-2-carboxylate